(1S)-6-chloro-1-{[(3S)-oxan-3-yl]methyl}-2-[4-(trifluoromethyl)pyridin-2-yl]-2,3,4,9-tetrahydro-1H-pyrido[3,4-b]indole ClC=1C=C2C3=C(NC2=CC1)[C@@H](N(CC3)C3=NC=CC(=C3)C(F)(F)F)C[C@H]3COCCC3